Di(4-(methoxy)phenyl)ketone COC1=CC=C(C=C1)C(=O)C1=CC=C(C=C1)OC